NC1=C2C(=NC=N1)N(N=C2C2=CC=C(C=C2)OC2=CC=CC=C2)C2CCC(CC2)NC(CN(C)C)=O N-(4-(4-amino-3-(4-phenoxyphenyl)-1H-pyrazolo[3,4-d]pyrimidin-1-yl)cyclohexyl)-2-(dimethylamino)acetamide